C=1NC=C2C1CCC2 2,4,5,6-tetrahydrocyclopenta[c]pyrrol